n-octadecyl-3-{3,5-di-tert-butyl-4-hydroxyphenyl}-propionate C(CCCCCCCCCCCCCCCCC)OC(CCC1=CC(=C(C(=C1)C(C)(C)C)O)C(C)(C)C)=O